tert-butyl {1-[4-(2,4-difluorophenoxy)-3-(6-methyl-7-oxo-6,7-dihydro-1H-pyrrolo[2,3-c]pyridin-4-yl)benzoyl]piperidin-4-yl}carbamate FC1=C(OC2=C(C=C(C(=O)N3CCC(CC3)NC(OC(C)(C)C)=O)C=C2)C=2C3=C(C(N(C2)C)=O)NC=C3)C=CC(=C1)F